FC(C1=C(C=CC=C1)S(=O)(=O)O)(F)F 2-trifluoromethylbenzenesulfonic acid